5-Methoxy-6-(1-methylbenzimidazol-4-yl)-3-(4-morpholinoanilino)pyrazin-2-carboxamid COC=1N=C(C(=NC1C1=CC=CC=2N(C=NC21)C)C(=O)N)NC2=CC=C(C=C2)N2CCOCC2